C(CC)(=O)C=1C(=CC(=NC1)NC(=O)C1CC1)NC1=NC=CC=2C=3C([C@H](N(C12)C)C)=NN(N3)C |r| (R/S)-N-(5-propionyl-4-((2,4,5-trimethyl-4,5-dihydro-2H-[1,2,3]triazolo[4,5-c][1,7]naphthyridin-6-yl)amino)pyridin-2-yl)cyclopropanecarboxamide